10-(4-chloro-2-methylphenyl)-8-cyclopropyl-7,8-dihydropyrido[2',3':4,5]pyrrolo[1,2-a]pyrazin-9(6H)-one ClC1=CC(=C(C=C1)C=1C2=C(N3C1C(N(CC3)C3CC3)=O)C=CC=N2)C